ClC1=NC(=C2C(NC(=NC2=C1F)SC)=O)OCC 7-Chloro-5-ethoxy-8-fluoro-2-(methylsulfanyl)-3,4-dihydro-1,3,6-triaza-4-naphthalenone